C(C=C)NC(=S)N[C@@H]1[C@H](CCCC1)N(C)C 1-allyl-3-((1S,2S)-2-(dimethylamino)cyclohexyl)thiourea